CP(=O)(C)C=1C=C(N)C=CC1 3-(dimethylphosphoryl)aniline